(Z)-benzyl 2-(3-(4-aminopiperidin-1-yl)quinoxalin-2(1H)-ylidene)-2-cyanoacetate NC1CCN(CC1)C=1/C(/NC2=CC=CC=C2N1)=C(/C(=O)OCC1=CC=CC=C1)\C#N